N-(3-(cyclopropyl-(methyl)amino)phenyl)-4-hydroxy-1-isobutyl-2-oxo-1,2-dihydroquinoline-3-carboxamide C1(CC1)N(C=1C=C(C=CC1)NC(=O)C=1C(N(C2=CC=CC=C2C1O)CC(C)C)=O)C